4-{5-chloropyrazolo[1,5-a]pyridin-7-yl}morpholine ClC1=CC=2N(C(=C1)N1CCOCC1)N=CC2